C1(CC1)OC1=NC(=CC=C1)C#C[Si](C)(C)C 2-cyclopropoxy-6-[2-(trimethylsilyl)ethynyl]pyridine